2,2,3,4-tetramethylhexane CC(C)(C(C(CC)C)C)C